CC1=CC(=NO1)C(=O)NC1=C(C=CC(=C1)NC(C1=CC(=CC(=C1)C(F)(F)F)N1C=NC=C1C)=O)C 5-methyl-N-(2-methyl-5-(3-(5-methyl-1H-imidazol-1-yl)-5-(trifluoromethyl)benzamido)phenyl)isoxazole-3-Carboxamide